N[C@H]1CC[C@@H](OC1)C(=O)N1[C@H](C2=CC=CC=C2CC1)C1=C(C=C(C=C1)F)F ((2R,5S)-5-aminotetrahydro-2H-pyran-2-yl)((R)-1-(2,4-difluorophenyl)-3,4-dihydroisoquinolin-2(1H)-yl)methanone